3-(benzyloxy)-4-fluoro-6-methylpyridinecarboxylic acid C(C1=CC=CC=C1)OC=1C(=NC(=CC1F)C)C(=O)O